NCCCN1CCN(CC1)CCCN 1,4-bisaminopropyl-piperazine